C(CC)C1=C(C=C(C=C1)C1CCCC=C1)C(=O)[O-] 4-propyl-1',2',3',4'-tetrahydro-[1,1'-biphenyl]-3-carboxylate